(2-fluorophenyl)-3-(1-phenylethyl)thiourea FC1=C(C=CC=C1)NC(=S)NC(C)C1=CC=CC=C1